(2-cyanoethyl)-(N,N-diisopropyl)-phosphoramidate C(#N)CCOP([O-])(=O)N(C(C)C)C(C)C